BrCC=1C(=NC=C(C1)C1=CC=CC=C1)C1=CC=CC=C1 3-(bromomethyl)-2,5-diphenylpyridine